OC1(C(C(=O)O)C=C(C=C1)NCC1=C(C=CC(=C1)O)O)O 2-hydroxy-5-(2,5-dihydroxybenzylamino)-2-hydroxybenzoic acid